N-(m-tolyl)-2-(3,4,5-trihydroxybenzoyl)hydrazine-1-carboxamide C1(=CC(=CC=C1)NC(=O)NNC(C1=CC(=C(C(=C1)O)O)O)=O)C